C(C)(CC)C1=C(C=CC=C1)N (2-sec-butylphenyl)amine